C(CCCCC(=O)NN)(=O)NN adipic acid-dihydrazide